C(CCC)[C@H]1N(S(C2=C(N(C1)C1=CC=C(C=C1)F)C=C(C(=C2)O\C=C(\C(=O)O)/F)SCC)(=O)=O)C (R)-(Z)-3-((3-butyl-7-(ethylthio)-5-(4-fluorophenyl)-2-methyl-1,1-dioxido-2,3,4,5-tetrahydro-1,2,5-benzothiadiazepin-8-yl)oxy)-2-fluoroacrylic acid